ClC=1C=CC=C2C=CC=C(C12)C1=C(C=2N=C(N=C(C2C=N1)N1CC2CCC(C1)N2C(=O)OC(C)(C)C)OCC2(CC2)CO)F tert-butyl 3-(7-(8-chloronaphthalen-1-yl)-8-fluoro-2-((1-(hydroxymethyl) cyclopropyl) methoxy) pyrido[4,3-d]pyrimidin-4-yl)-3,8-diazabicyclo[3.2.1]octane-8-carboxylate